2-(4'-chloro-3-methyl-[1,1'-biphenyl]-4-yl)-4-cyclopentylmorpholine ClC1=CC=C(C=C1)C1=CC(=C(C=C1)C1CN(CCO1)C1CCCC1)C